4-(3-bromo-4-methoxyphenyl)-2-oxabicyclo[2.1.1]hexane BrC=1C=C(C=CC1OC)C12COC(C1)C2